[C@@H]12N(C[C@@H](NC1)C2)C(=O)O (1S,4S)-2,5-diazabicyclo[2.2.1]heptane-2-carboxylic acid